BrC=1C=CC(=NC1C)C=1N=NN(C1CCN1N=CC=C(C1=O)CCC)C 2-{2-[4-(5-bromo-6-methylpyridin-2-yl)-1-methyl-1H-1,2,3-triazol-5-yl]ethyl}-4-propyl-2,3-dihydropyridazin-3-one